(S)-7'-(3,5-difluorophenyl)-1-(6-(1-methyl-1H-pyrazol-4-yl)pyrimidin-4-yl)dihydro-1'H,3'H,5'H-spiro[piperidine-4,2'-pyrazolo[1,2-a]pyrazol]-1'-one FC=1C=C(C=C(C1)F)[C@@H]1CCN2N1C(C1(C2)CCN(CC1)C1=NC=NC(=C1)C=1C=NN(C1)C)=O